C1(CCCCC1)[C@@H](C(=O)NC=1C=C2CC(CC2=CC1)(N1CC2(CC2)CNC1=O)C(NC)=O)NC(=O)C1=CC=NN1C N-((1S)-1-cyclohexyl-2-((2-(methylcarbamoyl)-2-(6-oxo-5,7-diazaspiro[2.5]octan-5-yl)-2,3-dihydro-1H-inden-5-yl)amino)-2-oxoethyl)-1-methyl-1H-pyrazole-5-carboxamide